ClC1=NC(=CC(=N1)C1=CC=C(C=C1)C=1OC2=C(N1)C=CC=N2)C2=CC=C(C=C2)C=2C=NC=CC2 2-[4-{2-chloro-6-(4-pyridin-3-yl-phenyl)-pyrimidin-4-yl}-phenyl]-7-azabenzoxazole